2,2'-bis(trifluoromethyl)-4,4'-dinitrobiphenyl FC(C1=C(C=CC(=C1)[N+](=O)[O-])C1=C(C=C(C=C1)[N+](=O)[O-])C(F)(F)F)(F)F